CC1CCC(CC1)[C@@H](C(=O)NC1=NC=CC(=C1)CN1C(N[C@@H](C1)C)=O)NC(OC(C)(C)C)=O tert-butyl N-[(1S)-1-(4-methylcyclohexyl)-2-[[4-[[(4R)-4-methyl-2-oxo-imidazolidin-1-yl]methyl]-2-pyridyl]amino]-2-oxo-ethyl]carbamate